alpha-(methoxyimino)furan-2-acetic acid CON=C(C(=O)O)C=1OC=CC1